4-nitrobenzenesulfonate [N+](=O)([O-])C1=CC=C(C=C1)S(=O)(=O)[O-]